ClC=1C=C(C=CC1)C(=O)N1CCN(CC1)CCCCNC(=O)C1=CC=2C=NC=CC2N1 N-(4-{4-[(3-chlorophenyl)carbonyl]piperazin-1-yl}butyl)-1H-pyrrolo[3,2-c]pyridine-2-carboxamide